BrC1=CC=CC(=N1)NNC(CCCNC(OC(C)(C)C)=O)=O tert-butyl N-[4-[2-(6-bromo-2-pyridyl)hydrazino]-4-oxo-butyl]carbamate